C(C)(=O)N1S(C2=C(C=C(C=C2)C)C12C(N(C(C2)=O)C2=CC=C(C=C2)C(C)=O)=O)(=O)=O 2-acetyl-5-methyl-1'-(4-acetylphenyl)-2H-spiro[benzo[d]isothiazole-3,3'-pyrrolidine]-2',5'-dione 1,1-dioxide